2-(1,1-dicyanomethylene)-1,3-thiazol-4-one C(#N)C(C#N)=C1SCC(N1)=O